(1-(6-(3-methoxytetrahydrofuran-3-yl)pyridin-2-yl)-1H-imidazo[4,5-c]pyridin-6-yl)acetamide COC1(COCC1)C1=CC=CC(=N1)N1C=NC=2C=NC(=CC21)CC(=O)N